N-[3-(5-chloro-1H-pyrrolo[2,3-b]pyridine-3-carbonyl)-2,4-difluoro-5-hydroxy-phenyl]-1-(4-fluorophenyl)-5-methylsulfanyl-pyrazole-3-carboxamide ClC=1C=C2C(=NC1)NC=C2C(=O)C=2C(=C(C=C(C2F)O)NC(=O)C2=NN(C(=C2)SC)C2=CC=C(C=C2)F)F